N-(2-{[4-bromo-5-(4-fluorophenyl)-1-phenyl-1H-pyrazol-3-yl]oxy}propanoyl)glycine methyl ester COC(CNC(C(C)OC1=NN(C(=C1Br)C1=CC=C(C=C1)F)C1=CC=CC=C1)=O)=O